tert-butyl 4-(2-methoxyphenyl)-3,6-dihydropyridine-1-carboxylate COC1=C(C=CC=C1)C=1CCN(CC1)C(=O)OC(C)(C)C